(3-(5-amino-1,3,4-oxadiazol-2-yl)-1-trinitromethyl-1H-1,2,4-triazol-5-yl)nitroamide NC1=NN=C(O1)C1=NN(C(=N1)[N-][N+](=O)[O-])C([N+](=O)[O-])([N+](=O)[O-])[N+](=O)[O-]